38-methylnonatriacontyl eicos-11-enoate C(CCCCCCCCCC=CCCCCCCCC)(=O)OCCCCCCCCCCCCCCCCCCCCCCCCCCCCCCCCCCCCCC(C)C